CC(C)CCCC(CCCCC(C)C)C 2,6,11-trimethyldodecane